6''-((6-Aminopyrimidin-4-yl)amino)-8''-methyl-2''H-dispiro[cyclopropane-1,1'-cyclohexane-4',3''-imidazo[1,5-a]pyridine]-1'',5''-dione NC1=CC(=NC=N1)NC1=CC(=C2N(C1=O)C1(NC2=O)CCC2(CC1)CC2)C